6-(2-(5-cyclopropyl-3-(3,5-dichloropyridin-4-yl)isoxazol-4-yl)-7-azaspiro[3.5]non-1-en-7-yl)-4-(difluoromethoxy)quinoline-2-carboxylic acid C1(CC1)C1=C(C(=NO1)C1=C(C=NC=C1Cl)Cl)C1=CC2(C1)CCN(CC2)C=2C=C1C(=CC(=NC1=CC2)C(=O)O)OC(F)F